C(#N)N1CC2(C(NC3=CC(=CC=C3C2)C=2C=CC(=NC2)C(=O)NC)=O)CC1 5-(1-Cyano-2'-oxo-1',4'-dihydro-2'H-spiro[pyrrolidine-3,3'-quinolin]-7'-yl)-N-methylpicolinamide